C(C)(C)(C)OC(=O)N[C@@H](CCC(=O)OC)C(=O)OC Dimethyl (tert-butoxycarbonyl)-L-glutamate